C(=O)(OC(C)(C)C)N1C(CN(CC1)C(CCOCCNC(=O)OCC1=CC=CC=C1)=O)CO 1-(Boc)-2-(hydroxymethyl)-4-(3'-(2''-((N-Cbz)-amino)ethoxy)propionyl)piperazine